6-(Benzyloxy)-7-methoxy-4-oxo-3,4-dihydroquinoline-3-carbonitrile C(C1=CC=CC=C1)OC=1C=C2C(C(C=NC2=CC1OC)C#N)=O